4-hydroxy-4-(pyridin-2-ylethynyl)piperidine-1-carboxylic acid tert-butyl ester C(C)(C)(C)OC(=O)N1CCC(CC1)(C#CC1=NC=CC=C1)O